2-Methyl-1,2-thiazol-3-one CN1SC=CC1=O